(R)-5-(1-fluoro-3-hydroxy-7-((methylamino)methyl)-6,7,8,9-tetrahydro-5H-benzo[7]annulen-2-yl)-1,2,5-thiadiazolidin-3-one 1,1-dioxide FC1=C(C(=CC2=C1CC[C@@H](CC2)CNC)O)N2CC(NS2(=O)=O)=O